COC(=O)[C@@H]1NCN(C1)CC1=CC=CC=C1 (R)-1-benzylimidazolidine-4-carboxylic acid methyl ester